OC=1C=C(C=NC1)C#CC1=C(C=CC=C1)CN1CCN(CC1)C1=CC=C(N=N1)C(=O)NS(=O)(=O)C1=CC(=C(C=C1)NCCSC1=CC=CC=C1)[N+](=O)[O-] 6-[4-[[2-[2-(5-Hydroxypyridin-3-yl)ethynyl]phenyl]methyl]piperazin-1-yl]-N-[3-nitro-4-(2-phenylsulfanylethylamino)phenyl]sulfonylpyridazine-3-carboxamide